1-(4-methylsulfanyl-8-oxo-6,7-dihydro-5H-quinazolin-2-yl)-2-methyl-indole-4-carbonitrile CSC1=NC(=NC=2C(CCCC12)=O)N1C(=CC=2C(=CC=CC12)C#N)C